C(=CC)C=1N=CNC1 4-(prop-1-en-1-yl)-imidazole